6,7-dimethoxy-9-(8-methoxyquinolin-4-yl)naphtho[2,3-c]furan-1(3H)-one COC1=CC2=CC3=C(C(OC3)=O)C(=C2C=C1OC)C1=CC=NC2=C(C=CC=C12)OC